N1=C(C=CC=C1)OC(COC1=CC=C(OC2=CC=C(C(=O)O)C=C2)C=C1)C 4-(4-(2-(pyridin-2-yloxy)propoxy)phenoxy)benzoic acid